Cl.Cl.CN(CC1CNCC1)C N,N-dimethyl-1-pyrrolidin-3-yl-meth-anamine dihydrochloride